4,4,5,5-tetramethyl-2-(2,4,5-trifluoro-3-methoxyphenyl)-1,3,2-dioxaborolane CC1(OB(OC1(C)C)C1=C(C(=C(C(=C1)F)F)OC)F)C